N-(4-methylsulfonylphenyl)-5-(2-trimethylsilylethynyl)-2,6-naphthyridin-3-amine CS(=O)(=O)C1=CC=C(C=C1)NC=1N=CC2=CC=NC(=C2C1)C#C[Si](C)(C)C